p-aminobenzylalcohol carbamate C(N)(=O)OCC1=CC=C(C=C1)N